N1=C(C=CC=C1)S(=O)(=O)NC1=C(N=CS1)C(=O)O 5-(pyridine-2-sulfonylamino)-1,3-thiazole-4-carboxylic acid